trimethyl-(methylacetoacetic acid) platinum (IV) [Pt+4].CC(C(=O)O)C(=O)C(C)(C)C